C1=CC=C2C(=C1)C(=O)N(C2=O)O N-hydroxyphthalimide